3-methyl-5-bromo-N,N-diethyl-2-ethylaminobenzamide CC=1C(=C(C(=O)N(CC)CC)C=C(C1)Br)NCC